C(C)(C)(C)OC(=O)NC1=C(C(=NC=C1)C(=O)[O-])O 4-((Tert-Butoxycarbonyl) amino)-3-hydroxypicolinate